7-[2-(1-piperidinyl)ethoxy]-3-acetylcoumarin oxime N1(CCCCC1)CCOC1=CC=C2C=C(C(OC2=C1)=NO)C(C)=O